(S)-2-((2-((4-chloro-2,6-difluorobenzyl)oxy)-3-(trifluoromethyl)-5,8-dihydro-1,7-naphthyridin-7(6H)-yl)methyl)-3-(oxetan-2-ylmethyl)-3H-imidazo[4,5-b]pyridine-6-carbonitrile ClC1=CC(=C(COC2=NC=3CN(CCC3C=C2C(F)(F)F)CC2=NC=3C(=NC=C(C3)C#N)N2C[C@H]2OCC2)C(=C1)F)F